S1C(=CC=C1)C1NCCNC1 2-thiophen-2-ylpiperazine